(2E)-1,3-bis(1-pyrrolidinyl)-2-propen-1-thione N1(CCCC1)C(\C=C\N1CCCC1)=S